FC1=C(C=C(C=C1)F)[C@@H]1N(OCC1)C1=CC(=NC=N1)NC=1C(=CC(=C(C1)NC(C=C)=O)N1C[C@H]2N(CC[C@H]2C1)C)OC N-(5-((6-((R)-3-(2,5-difluorophenyl)isoxazolidine-2-yl)pyrimidine-4-yl)amino)-4-methoxy-2-((3aS,6aS)-1-methylhexahydro-pyrrolo[3,4-b]pyrrole-5(1H)-yl)phenyl)acrylamide